C(C)(C)(C)OC(CC[C@@H](C(=O)N)N1C(C2=CC=C(C=C2C1)C1=NC(=CC(=C1C#N)CCC)N)=O)=O (S)-5-amino-4-(5-(6-amino-3-cyano-4-propylpyridin-2-yl)-1-oxoisoindolin-2-yl)-5-oxopentanoic acid tert-butyl ester